C(CCCCCCC\C=C/CCCC)(=O)OCCCCCCCCCCCCCCCCCCCCCCCCCCC heptacosyl myristoleate